Nα-acetyl-6-chloro-D,L-tryptophan C(C)(=O)N[C@@H](CC1=CNC2=CC(=CC=C12)Cl)C(=O)O |r|